2-((5-(2-(7-amino-2-methylhept-3-yl)-2,6-diazaspiro[3.4]oct-6-yl)-1,2,4-triazin-6-yl)oxy)-N-ethyl-5-fluoro-N-isopropylbenzamide formate C(=O)O.NCCCCC(C(C)C)N1CC2(C1)CN(CC2)C=2N=CN=NC2OC2=C(C(=O)N(C(C)C)CC)C=C(C=C2)F